2-[[4-[1-methanesulfonyl-4-(4-pyridinyl)pyrazol-3-yl]phenoxy]methyl]quinoline CS(=O)(=O)N1N=C(C(=C1)C1=CC=NC=C1)C1=CC=C(OCC2=NC3=CC=CC=C3C=C2)C=C1